C(CCC)OC1=C(C=C(C(=O)NCC2(CCOCC2)N(C)C)C=C1OC)OC 4-butoxy-N-((4-(dimethylamino)tetrahydro-2H-pyran-4-yl)methyl)-3,5-dimethoxybenzamide